4-isopropyl-2-oxo-oxazolidin C(C)(C)C1NC(OC1)=O